5-(((tert-butyldimethylsilyl)oxy)methyl)-1,4-dioxan-2-ol [Si](C)(C)(C(C)(C)C)OCC1OCC(OC1)O